5-((4-chloro-5-((2'-chloro-4''-((dimethylamino)methyl)-6'-fluoro-2-methyl-[1,1':3',1''-terphenyl]-3-yl)methoxy)-2-formylphenoxy)methyl)nicotinonitrile ClC1=CC(=C(OCC=2C=NC=C(C#N)C2)C=C1OCC=1C(=C(C=CC1)C1=C(C(=CC=C1F)C1=CC=C(C=C1)CN(C)C)Cl)C)C=O